C1(=CN=CC=C1)N[C@@H](C)C(=O)O 3-azaphenyl-alanine